4-(2-((tert-butoxycarbonyl)amino)propan-2-yl)-2-(4-fluorophenyl)pyridine 1-oxide C(C)(C)(C)OC(=O)NC(C)(C)C1=CC(=[N+](C=C1)[O-])C1=CC=C(C=C1)F